NC1=C(C=CC=C1)NC(N(C)CCN(C(=O)N1C=CC2=C1N=CN=C2N(C)[C@H]2CN(CC[C@H]2C)C(CC#N)=O)C)=O N-(2-(3-(2-aminophenyl)-1-methylureido)ethyl)-4-(((3R,4R)-1-(2-cyanoacetyl)-4-methylpiperidin-3-yl)(methyl)amino)-N-methyl-7H-pyrrolo[2,3-d]pyrimidine-7-carboxamide